fluoro-1,3-butadiene FC=CC=C